ClC1=CC(=C(C=C1)C1COC2=CC=CC(=C2C1(F)F)C1CCN(CC1)CC1=NC=2C(=NC(=CC2)C(=O)O)N1C[C@H]1OCC1)F 2-((4-(3-(4-chloro-2-fluorophenyl)-4,4-difluorochroman-5-yl)piperidin-1-yl)methyl)-3-(((S)-Oxetan-2-yl)methyl)-3H-imidazo[4,5-b]pyridine-5-carboxylic acid